6-(3,4-dichloro-phenyl)-pyrimidine-4-carboxylic acid (1-aza-bicyclo[2.2.2]oct-3-yl)-amide N12CC(C(CC1)CC2)NC(=O)C2=NC=NC(=C2)C2=CC(=C(C=C2)Cl)Cl